3-(5-Bromo-3-oxo-benzo[d]isoxazol-2(3H)-yl)piperidine-2,6-dione BrC=1C=CC2=C(C(N(O2)C2C(NC(CC2)=O)=O)=O)C1